(oxetan-3-yl)methylphenyl-dimethoxysilane O1CC(C1)C[Si](OC)(OC)C1=CC=CC=C1